1,2-di-palmitoyl-glycerol C(CCCCCCCCCCCCCCC)(=O)OCC(OC(CCCCCCCCCCCCCCC)=O)CO